(2-thienyl)-phenylphosphine S1C(=CC=C1)PC1=CC=CC=C1